5-[(4R,9aR)-4-methyl-8-(2-piperazin-1-ylpyrimidin-4-yl)-3,4,6,7,9,9a-hexahydro-1H-pyrazino[1,2-a]pyrazin-2-yl]quinoline-8-carbonitrile C[C@@H]1CN(C[C@H]2N1CCN(C2)C2=NC(=NC=C2)N2CCNCC2)C2=C1C=CC=NC1=C(C=C2)C#N